C(C=O)(=O)O.C=CC propylene glyoxylate